5-Octyl-tridec-4-en-1-ol C(CCCCCCC)C(=CCCCO)CCCCCCCC